7,2'-dihydroxy-3',4'-dimethoxyIsoflavan OC1=CC=C2CC(COC2=C1)C1=C(C(=C(C=C1)OC)OC)O